C(CC)N(C1=CC(=CC=C1)NC(C)=O)CCC N,N-dipropyl-meta-acetamidoaniline